6-amino-9-(4-(2-(4-(2-aminoethyl)piperidin-1-yl)ethyl)-2-methoxybenzyl)-2-butoxy-9H-purin-8-ol NC1=C2N=C(N(C2=NC(=N1)OCCCC)CC1=C(C=C(C=C1)CCN1CCC(CC1)CCN)OC)O